C(CCCC1=C(C=C(C(=C1)C(C)(C)C)O)C)C1=C(C=C(C(=C1)C(C)(C)C)O)C 4,4'-butylenebis(6-tert-butyl-3-methylphenol)